C(C)(C)(C)OC(=O)N1[C@@H](CCC1)C=1C=C(C=C2CCN(CC12)C(=O)N1C[C@H](CC1)OC)Cl (S)-2-(6-chloro-2-((S)-3-methoxypyrrolidine-1-carbonyl)-1,2,3,4-tetrahydroisoquinolin-8-yl)pyrrolidine-1-carboxylic acid tert-butyl ester